5-(o-fluorophenyl)-hydantoin FC1=C(C=CC=C1)C1C(NC(N1)=O)=O